3-(1,1-difluoro-2-hydroxypropan-2-yl)-1-(3-(difluoromethoxy)phenyl)-N-(3-methyl-1,1-dioxidothietan-3-yl)-1H-pyrazolo[3,4-b]pyridine-5-carboxamide FC(C(C)(O)C1=NN(C2=NC=C(C=C21)C(=O)NC2(CS(C2)(=O)=O)C)C2=CC(=CC=C2)OC(F)F)F